(2R,4S)-N-((S)-1-(((R)-2-amino-6,7-dihydro-5H-cyclopenta[b]pyridin-5-yl)amino)-1-oxopropan-2-yl)-4-(3-fluorobenzyl)pyrrolidine-2-carboxamide NC1=CC=C2C(=N1)CC[C@H]2NC([C@H](C)NC(=O)[C@@H]2NC[C@H](C2)CC2=CC(=CC=C2)F)=O